COC(C1=C(C=C(C=C1)NC(=O)C=1N(C(=CN1)C=1C(=NN(C1)C=1C=NC(=CC1)[N+](=O)[O-])C(F)(F)F)C)Cl)=O 2-chloro-4-[[1-methyl-5-[1-(6-nitro-3-pyridyl)-3-(trifluoromethyl)pyrazol-4-yl]imidazole-2-carbonyl]amino]benzoic acid methyl ester